8-methoxy-2,3,4,5-tetrahydro-1H-benzofuro[2,3-d]azepine COC1=CC2=C(C=C1)C1=C(CCNCC1)O2